CN1C=2N([C@H](C(=C1C)C(=O)O)C)N=NN2 (7S)-4,5,7-trimethyl-7H-tetrazolo[1,5-a]pyrimidine-6-carboxylic acid